3,4-dichloro-5-methyl-N-(4-(5-oxo-4,5-dIhydro-1,3,4-oxadIazol-2-yl)-2-(pyridin-4-ylmethoxy)phenyl)-1H-pyrrole-2-carboxamide ClC1=C(NC(=C1Cl)C)C(=O)NC1=C(C=C(C=C1)C=1OC(NN1)=O)OCC1=CC=NC=C1